(E)-3,7-dimethylocta-2,6-dien-1-yl propanoate (GERANYL PROPIONATE) C(\C=C(/C)\CCC=C(C)C)C(C(=O)O)C.C(CC)(=O)OC\C=C(\CCC=C(C)C)/C